N1(CCC1)C=1C2=C(N=C(N1)C)CN(C2)C(=O)OC(C)(C)C tert-butyl 4-(azetidin-1-yl)-2-methyl-5,7-dihydro-6H-pyrrolo[3,4-d]pyrimidine-6-carboxylate